FC1(CN(CC1)C(=O)C1=CN(C(C2=CC(=C(C=C12)OC)OC)=O)C1=C2C=CN(C2=CC(=C1)F)C)F 4-(3,3-difluoropyrrolidine-1-carbonyl)-2-(6-fluoro-1-methyl-1H-indol-4-yl)-6,7-dimethoxyisoquinolin-1(2H)-one